BrCC1=CC=C2C(=CC(OC2=C1)=O)C1=C(C=C(C=C1)F)Cl 7-(bromomethyl)-4-(2-chloro-4-fluorophenyl)-2H-chromen-2-one